(S)-benzyl 2-(1-((2,2-dimethyl-1,3-dioxolan-4-yl)methyl)-6-fluoro-5-nitro-1H-indol-2-yl)-2-methylpropanoate CC1(OC[C@@H](O1)CN1C(=CC2=CC(=C(C=C12)F)[N+](=O)[O-])C(C(=O)OCC1=CC=CC=C1)(C)C)C